(R)-3-(5-(3-Benzyl-4-(methylsulfonyl)piperazin-1-yl)-3-methyl-1H-pyrazolo[3,4-c]pyridin-1-yl)-2,6-difluoro-5-(trifluoromethyl)phenol C(C1=CC=CC=C1)[C@@H]1CN(CCN1S(=O)(=O)C)C=1C=C2C(=CN1)N(N=C2C)C=2C(=C(C(=C(C2)C(F)(F)F)F)O)F